C(C)OC(=O)C1=CC(=NN1CC=1C=NC=CC1)C(F)(F)F 1-(pyridin-3-ylmethyl)-3-(trifluoromethyl)-1H-pyrazole-5-carboxylic acid ethyl ester